C(N)(=O)C1=C(C=CC=C1)C1=CC(=C(C=C1)C(N(C)C)=O)CC(=O)O 2-(2'-carbamoyl-4-(dimethylcarbamoyl)-[1,1'-biphenyl]-3-yl)acetic acid